2-bromo-1-(2-(trifluoromethyl)pyridin-4-yl)ethan-1-one BrCC(=O)C1=CC(=NC=C1)C(F)(F)F